4-bromo-5,6,7,8-tetrahydroquinoline BrC1=CC=NC=2CCCCC12